C(C(=O)O)(=O)O.C1(=CC=CC=C1)C1(CNC1)C1=CC=C(C=C1)C 3-phenyl-3-(p-tolyl)azetidine oxalate